C1(CC1)CC1=C(N(CS1)N1N=C(C(C1)(CC1=CC(=C(C=C1)S(N)(=O)=O)F)F)C1=C(C=CC=C1)C(=O)N1CCCC1)C(=O)[O-] 5-(cyclopropylmethyl)-3-(4-fluoro-3-(pyrrolidine-1-(carbonyl)phenyl)-4-(3-fluoro-4-sulfamoylbenzyl)-1H-pyrazol-1-yl)thiazole-4-carboxylate